1-[6-[(4R)-3,3-difluoro-4-piperidyl]-1-methyl-indazol-3-yl]hexahydropyrimidine-2,4-dione FC1(CNCC[C@@H]1C1=CC=C2C(=NN(C2=C1)C)N1C(NC(CC1)=O)=O)F